methyl 3-(2-ethylfuran-3-yl)-5-fluorobenzoate C(C)C=1OC=CC1C=1C=C(C(=O)OC)C=C(C1)F